4-(2-(3-isobutyryloxy-5-chlorobenzylidene-amino)-4-methoxy-3-oxobutyl)phenyl isobutyrate C(C(C)C)(=O)OC1=CC=C(C=C1)CC(C(COC)=O)N=CC1=CC(=CC(=C1)Cl)OC(C(C)C)=O